C(CC1=CC=CC=C1)N1CC2(C(C1)C(=O)OC)CCN(CC2)CC2=CN(C1=NC=CC=C12)CCC methyl 2-phenethyl-8-((1-propyl-1H-pyrrolo[2,3-b]pyridin-3-yl)methyl)-2,8-diazaspiro[4.5]decane-4-carboxylate